1-(5-(methylamino)nicotinylamino)pyrrolidine-2-carboxamide CNC=1C=NC=C(CNN2C(CCC2)C(=O)N)C1